(2R,3R,4R,5S)-5-(azidomethyl)-3,4-bis(benzyloxy)-2-((benzyloxy)methyl)tetrahydro-2H-pyran N(=[N+]=[N-])C[C@@H]1[C@H]([C@H]([C@H](OC1)COCC1=CC=CC=C1)OCC1=CC=CC=C1)OCC1=CC=CC=C1